(E)-3-(2-(3-(3-cyano-1H-indazol-6-yl)acrylamido)-4-fluoro-3-methylphenyl)propionic acid C(#N)C1=NNC2=CC(=CC=C12)/C=C/C(=O)NC1=C(C=CC(=C1C)F)CCC(=O)O